COC[C@@H]1NC(COC2=CC=CC(C3=NNC4=CC=C(OCC1)C=C34)=C2)=O (11R)-11-(methoxymethyl)-7,14-dioxa-10,19,20-triazatetracyclo[13.5.2.12,6.018,21]tricosa-1(20),2(23),3,5,15,17,21-heptaen-9-one